FC1=C(C=CC=C1)NCC=1N=C(N(C1)C=1C=CC=2N(C1)C(=CN2)C(=O)NCCO)C2=NC(=CC=C2)C 6-(4-(((2-fluorophenyl)amino)methyl)-2-(6-methylpyridin-2-yl)-1H-imidazol-1-yl)-N-(2-hydroxyethyl)imidazo[1,2-a]pyridine-3-carboxamide